Methyltrimethylsilyl-dimethylketene CC(C(=C=O)C)[Si](C)(C)C